C1(CC1)C(=O)NC1=CC(=C(N=N1)C(=O)NC([2H])([2H])[2H])NC1=C(C(=C(C(=C1)F)C)C1=NN(N=C1)C)OC 6-cyclopropaneamido-4-{[5-fluoro-2-methoxy-4-methyl-3-(2-methyl-2H-1,2,3-triazol-4-yl)phenyl]amino}-N-(2H3)methylpyridazine-3-carboxamide